ClC=1N=C(C2=C(N1)C=CC=N2)NC2CCCC1=C(C=C(C=C21)C)C 2-Chloro-N-(5,7-dimethyl-1,2,3,4-tetrahydronaphthalen-1-yl)pyrido[3,2-d]pyrimidin-4-amine